2-((S)-4-((R)-4-chloro-2'-(3-morpholinopropoxy)-2,3,5',8'-tetrahydro-6'H-spiro[inden-1,7'-quinazolin]-4'-yl)-1-(2-fluoroacryloyl)piperazin-2-yl)acetonitrile ClC1=C2CC[C@@]3(CCC=4C(=NC(=NC4C3)OCCCN3CCOCC3)N3C[C@@H](N(CC3)C(C(=C)F)=O)CC#N)C2=CC=C1